C(C)(C)(C)C1=CC=CC=2C(C3=CC=CC=C3C(C12)=O)=O (tert-butyl)anthracene-9,10-dione